ClC1=C(C(=O)[O-])C=CC=C1N1CC2(COC2)C1.[K+] potassium 2-chloro-3-(2-oxa-6-azaspiro[3.3]heptan-6-yl)benzoate